COC=1C=C(C=CC1COC1=C(C=C(C=C1)C)C(F)(F)F)C1C=2C(NC(C1)=O)=NNC2 (-)-4-(3-methoxy-4-{[4-methyl-2-(trifluoromethyl)phenoxy]methyl}phenyl)-2H,4H,5H,6H,7H-pyrazolo[3,4-b]pyridin-6-one